C(C)OC1(CCN(CC1)[C@H]1[C@H](CCC1)OC=1C=C2CN(C(C2=CC1)=O)C1C(NC(CC1)=O)=O)C 3-(5-(((1S,2R)-2-(4-ethoxy-4-methylpiperidin-1-yl)cyclopentyl)oxy)-1-oxoisoindolin-2-yl)piperidine-2,6-dione